C12(OCC(C1)C2)CN2N=CC(=C2C(F)(F)F)N 1-(2-oxabicyclo[2.1.1]hex-1-ylmethyl)-5-(trifluoromethyl)pyrazol-4-amine